methyl 2-(3-(2-((tert-butyldimethylsilyl)oxy)ethyl)ureido)-3-fluoroisonicotinate [Si](C)(C)(C(C)(C)C)OCCNC(NC=1C(=C(C(=O)OC)C=CN1)F)=O